N-(2-bromo-6-cyanophenyl)-2-chloro-4-methoxypyrimidine-5-carboxamide BrC1=C(C(=CC=C1)C#N)NC(=O)C=1C(=NC(=NC1)Cl)OC